OC(CNC(=O)C=1C=C(C=2N(N1)C=CC2)CC2=CC=C(C=C2)Cl)(C)C N-[2-Hydroxy-2-methyl-propyl]-4-(4-chlorobenzyl)-pyrrolo[1,2-b]pyridazin-2-carboxamid